O(C1=CC=CC=C1)C=1C2=C(N=C(N1)NS(=O)(=O)C1=CC=CC=C1)CCC2 N-(4-phenoxy-6,7-dihydro-5H-cyclopenta[d]pyrimidin-2-yl)benzenesulfonamide